3-(3-(6-Chloropyrazin-2-yl)phenyl)-2,2-dimethylpropionic acid tert-butyl ester C(C)(C)(C)OC(C(CC1=CC(=CC=C1)C1=NC(=CN=C1)Cl)(C)C)=O